5-(2-(ethoxycarbonyl)cyclopropyl)-2-methoxybenzoic acid C(C)OC(=O)C1C(C1)C=1C=CC(=C(C(=O)O)C1)OC